6-[(1S,2S)-2-[6-(2,4-dimethoxypyrimidin-5-yl)imidazo[1,2-b]pyridazin-8-yl]cyclopropyl]-3-fluoro-1-(2,2,2-trifluoroethyl)pyrazolo[4,3-b]pyridine COC1=NC=C(C(=N1)OC)C=1C=C(C=2N(N1)C=CN2)[C@@H]2[C@H](C2)C=2C=C1C(=NC2)C(=NN1CC(F)(F)F)F